2,4,6-trimethylbenzoyl-9-oxo-2,7-di-tert-butyl-9-phosphafluorene CC1=C(C(=O)C2=C(C=CC=3C4=CC=C(C=C4P(C23)=O)C(C)(C)C)C(C)(C)C)C(=CC(=C1)C)C